O.C(C(=O)[O-])(=O)F.NC(=N)N.[Sb+3].C(C(=O)[O-])(=O)F.C(C(=O)[O-])(=O)F antimony guanidine fluorooxalate hydrate